(S)-2-(6-Chloro-2-(pyridin-3-yl)-1,2,3,4-tetrahydroisoquinolin-8-yl)pyrrolidine-1-carboxylate ClC=1C=C2CCN(CC2=C(C1)[C@H]1N(CCC1)C(=O)[O-])C=1C=NC=CC1